(8-amino-6-(trifluoromethyl)imidazo[1,2-a]pyrazin-3-yl)-4-fluorobenzoic acid methyl ester COC(C1=C(C=C(C=C1)F)C1=CN=C2N1C=C(N=C2N)C(F)(F)F)=O